1-(5-((4-(2,3-dichlorophenyl)piperazin-1-yl)(2-hydroxyphenyl)methyl)thiophen-2-yl)ethanone ClC1=C(C=CC=C1Cl)N1CCN(CC1)C(C1=CC=C(S1)C(C)=O)C1=C(C=CC=C1)O